CO[C@]1(C2=CC=C3[C@]4(CC[C@]5(CC[C@@](C[C@H]5[C@@]4(CC[C@]3(C2=CC(C1=O)=O)C)C)(C)NC(C)=O)C)C)C N-[(2R,4aS,6aS,9S,12bR,14aS,14bR)-9-methoxy-2,4a,6a,9,12b,14a-hexamethyl-10,11-dioxo-1,2,3,4,4a,5,6,6a,9,10,11,12b,13,14,14a,14b-hexadecahydropicene-2-yl]acetamide